tert-butyl 4-(2-hydroxy ethyl)piperazine-1-carboxylate OCCN1CCN(CC1)C(=O)OC(C)(C)C